COCCOCCOCCO 2-[2-(2-methoxyethoxy)ethoxy]-ethanol